1-Butyl-3-methylimidazolium tetrafluoroborate (S)-3-(2-((tert-butoxycarbonyl)(methyl)amino)propoxy)propionate C(C)(C)(C)OC(=O)N([C@H](COCCC(=O)[O-])C)C.F[B-](F)(F)F.C(CCC)N1C=[N+](C=C1)C.C(CCC)N1C=[N+](C=C1)C